9,9-bis(4-(2-hydroxy-ethoxy)phenyl)fluorene OCCOC1=CC=C(C=C1)C1(C2=CC=CC=C2C=2C=CC=CC12)C1=CC=C(C=C1)OCCO